para-menth-8-en-1,2-diol C1(C(CC(CC1)C(=C)C)O)(C)O